ethyl 4-acetoxybenzofuran-6-carboxylate C(C)(=O)OC1=CC(=CC2=C1C=CO2)C(=O)OCC